C(#N)C=1C=C(C=CC1)C=1N=C(SC1C1=CC(=NC(=C1)C)C)NC(=O)N1CCC2(C(NC2)=O)CC1 N-[4-(3-Cyanophenyl)-5-(2,6-dimethyl-4-pyridyl)thiazol-2-yl]-3-oxo-2,7-diazaspiro[3.5]nonan-7-carboxamid